NC=1C(NC2=C3C(=C(C=C2C1C1=C2C=NNC2=C(C=C1)Cl)CC)C=CC=C3)=O 3-amino-4-(7-chloro-1H-indazol-4-yl)-6-ethyl-1H-benzo[h]quinolin-2-one